3,5-dinitro-4-aminopyrazole [N+](=O)([O-])C1=NNC(=C1N)[N+](=O)[O-]